(R)-N2-(2-methoxy-4-(methyl-sulfonyl)phenyl)-N4-(tetrahydrofuran-3-yl)-7H-pyrrolo[2,3-d]pyrimidine-2,4-diamine COC1=C(C=CC(=C1)S(=O)(=O)C)NC=1N=C(C2=C(N1)NC=C2)N[C@H]2COCC2